FC(C(=O)O)(F)F.FC1=C(C=CC(=C1)F)S(=O)(=O)NC=1C(=NC=C(C1)C=1C=C2C(=CC=NC2=CC1)N1CCNCC1)OC 2,4-difluoro-N-(2-methoxy-5-(4-(piperazine-1-yl)quinolin-6-yl)pyridine-3-yl)benzenesulfonamide trifluoroacetate